C(#N)C=1C=C(C=CC1)C1=CC=NC2=CC=C(C=C12)CCC 4-(3-cyanophenyl)-6-propylquinolin